(R)-3-cyclopentyl-1-methyl-1-(1-(1-oxo-1,2-dihydroisoquinolin-4-yl)ethyl)urea C1(CCCC1)NC(N([C@H](C)C1=CNC(C2=CC=CC=C12)=O)C)=O